7-methoxy-2-methylimidazo[1,2-a]pyrimidin-6-amine COC1=NC=2N(C=C1N)C=C(N2)C